IC1=NN(C2=C1C=NC(=C2)OCC(F)(F)F)C(=O)OC(C)(C)C tert-Butyl 3-iodo-6-(2,2,2-trifluoroethoxy)pyrazolo[4,3-c]pyridine-1-carboxylate